(S)-3-(((2-(trifluoromethyl)pyridin-3-yl)oxy)methyl)piperidine FC(C1=NC=CC=C1OC[C@@H]1CNCCC1)(F)F